5-(3,4-dihydroisoquinolin-2(1H)-yl)-8-methoxy-4-methyl-4,5-dihydronaphtho[3,2,1-cd]indole C1N(CCC2=CC=CC=C12)C1N(C=2C=CC=C3C2C1=CC1=CC(=CC=C13)OC)C